ClC1=C(C=CC=C1)[C@@]1(CN2[C@H](CO1)CN(CC2)C(=O)C2=C(C(=CC=C2)OC)Cl)O [(3R,9aS)-3-(2-chlorophenyl)-3-hydroxy-1,4,6,7,9,9a-hexahydropyrazino[2,1-c][1,4]oxazin-8-yl]-(2-chloro-3-methoxy-phenyl)methanone